2-heptanone oxime CC(CCCCC)=NO